5-chloro-2-(4-pyridinyl)-4-[rac-(3s,8as)-3-isobutyl-3,4,6,7,8,8a-hexahydro-1H-pyrrolo[1,2-a]pyrazin-2-yl]-1H-pyrimidin-6-one ClC1=C(N=C(NC1=O)C1=CC=NC=C1)N1C[C@H]2N(C[C@@H]1CC(C)C)CCC2 |r|